C(C)(C)(C)OC(=O)NCCCCCCCCCCN(C(O)=O)CCCNC(=O)OC(C)(C)C (10-((tert-Butoxycarbonyl)amino)decyl)(3-((tert-Butoxycarbonyl)amino)propyl)carbamic acid